FC1=C(C=CC=C1)C1=NC=CC(=C1)NC1=NC=NC2=CC(=C(C=C12)NC(C=C)=O)OCCCN1CCOCC1 N-(4-((2-(2-fluorophenyl)pyridin-4-yl)amino)-7-(3-morpholinopropoxy)quinazolin-6-yl)acrylamide